(S)-N-(4'-((2-(1,1-difluoroethyl)-6-methylpyrimidin-4-yl)amino)-6-(tetrahydro-2H-pyran-2-yl)-[2,3'-bipyridin]-6'-yl)acetamide FC(C)(F)C1=NC(=CC(=N1)NC1=C(C=NC(=C1)NC(C)=O)C1=NC(=CC=C1)[C@H]1OCCCC1)C